1-(4-bromo-2-hydroxy-6-methoxyphenyl)ethanone BrC1=CC(=C(C(=C1)OC)C(C)=O)O